2-Ethylhexyl glycidyl ether C(C1CO1)OCC(CCCC)CC